(2-(5-hydroxy-1H-indol-3-yl)ethyl)nicotinamide OC=1C=C2C(=CNC2=CC1)CCC1=C(C(=O)N)C=CC=N1